(S)-N-hydroxy-4-(3-methoxy-2,2-dimethylpropionyl)-3-phenyl-2,3,4,5-tetrahydrobenzo[f][1,4]oxazepine-8-carboxamide ONC(=O)C1=CC2=C(CN([C@H](CO2)C2=CC=CC=C2)C(C(COC)(C)C)=O)C=C1